NC1=CC(=NC=C1)N(C(C)=O)C1=CC(=C(C=C1)F)F N-(4-aminopyridin-2-yl)-N-(3,4-difluorophenyl)acetamide